C(C1=CC=CC=C1)OC1=C(C(=CC2=C1CCO2)C)C=2C(N(C(=NN2)SC)C)=O 6-(4-Benzyloxy-6-methyl-2,3-dihydrobenzofuran-5-yl)-4-methyl-3-methylsulfanyl-1,2,4-triazin-5-one